4-(1-(3-(difluoromethyl)-2-fluorophenyl)ethyl)-N6-(2-methoxypyrimidin-5-yl)-N6,2-Dimethylquinazoline-4,6-diamine FC(C=1C(=C(C=CC1)C(C)C1(NC(=NC2=CC=C(C=C12)N(C)C=1C=NC(=NC1)OC)C)N)F)F